1-bromo-4-Trifluoromethylisoquinoline BrC1=NC=C(C2=CC=CC=C12)C(F)(F)F